rel-2-(4-cyclopropyl-6-methoxy-pyrimidin-5-yl)-5-methoxy-4-[(1R)-1-[4-[1-ethyl-4-(trifluoromethyl)imidazol-2-yl]phenyl]ethoxy]pyrimidine C1(CC1)C1=NC=NC(=C1C1=NC=C(C(=N1)O[C@H](C)C1=CC=C(C=C1)C=1N(C=C(N1)C(F)(F)F)CC)OC)OC |o1:16|